C(C)OC(\C=C\C=1C=C(C=CC1N1C[C@H](CC1)OC1=NC=C(C=C1)C(F)(F)F)C1=C(C=CC=C1)C)=O.ClC1=CC=C(C=C1)C1=CC1(C)C 1-(4-chlorophenyl)-3,3-dimethyl-cyclopropene (S,E)-ethyl-3-(2'-methyl-4-(3-(5-(trifluoromethyl)pyridin-2-yloxy)pyrrolidin-1-yl)biphenyl-3-yl)acrylate